3-Aminopropylethoxysilane NCCC[SiH2]OCC